3,4,5-trimethoxyl-benzyl-amine O(C)C=1C=C(CN)C=C(C1OC)OC